NCCCCCN[C@H]1[C@H](OC2=CC(=CC(=C2C1=O)O)O)C1=CC(=C(C(=C1)O)O)O (2R,3S)-3-((5-aminopentyl)amino)-5,7-dihydroxy-2-(3,4,5-trihydroxyphenyl)chroman-4-one